(S)-1-((8-Methyl-2-(2-methylbiphenyl-3-yl)imidazo[1,2-a]pyridin-6-yl)methyl)piperidin CC=1C=2N(C=C(C1)CN1CCCCC1)C=C(N2)C=2C(=C(C=CC2)C2=CC=CC=C2)C